2,6-diethyl-4-methoxypyridine C(C)C1=NC(=CC(=C1)OC)CC